C(C)(C)(CC)OOC(CC(=O)[O-])(C)OOC(C)(C)CC 3,3-di(t-amylperoxy)butyrate